O=C1NC(CCC1N1C(C2=CC=C(C=C2C1=O)N([C@@H]1[C@H](CCCC1)NCC(=O)O)C)=O)=O ((1S,2S)-2-((2-(2,6-dioxopiperidin-3-yl)-1,3-dioxoisoindolin-5-yl)(methyl)amino)cyclohexyl)glycine